2-Ethylbutyl ((S)-(((2R,3S,5R)-5-(6-amino-2-fluoro-9H-purin-9-yl)-2-ethynyl-3-(((heptan-4-yloxy)carbonyl)oxy) tetrahydrofuran-2-yl)methoxy)(phenoxy)phosphoryl)-L-alaninate NC1=C2N=CN(C2=NC(=N1)F)[C@H]1C[C@@H]([C@@](O1)(C#C)CO[P@](=O)(OC1=CC=CC=C1)N[C@@H](C)C(=O)OCC(CC)CC)OC(=O)OC(CCC)CCC